N-{1-[(4-{N-[(7S)-4-Fluorobicyclo[4.2.0]octa-1,3,5-trien-7-yl]-N'-hydroxycarbamimidoyl}-1,2,5-oxadiazol-3-yl)oxy]-3-hydroxypropan-2-yl}acetamid FC1=CC=C2C[C@@H](C2=C1)NC(=NO)C=1C(=NON1)OCC(CO)NC(C)=O